N-(4-Methyl-3-{4-[5-(4-methyl-isoxazol-5-yl)-pyridin-3-yl]-pyrimidin-2-ylamino}-phenyl)-4-(4-methyl-piperazin-1-yl)-benzamide CC1=C(C=C(C=C1)NC(C1=CC=C(C=C1)N1CCN(CC1)C)=O)NC1=NC=CC(=N1)C=1C=NC=C(C1)C1=C(C=NO1)C